ClC=1C=CC(=C(C1)C(CC(=O)OCC)=O)OC ethyl 3-(5-chloro-2-methoxyphenyl)-3-oxopropanoate